(1r,4r)-4-((4-methoxy-5-(3-methyl-[1,2,4]triazolo[4,3-a]pyridin-6-yl)-7H-pyrrolo[2,3-d]pyrimidin-2-yl)amino)-1-methylcyclohexan-1-ol COC=1C2=C(N=C(N1)NC1CCC(CC1)(O)C)NC=C2C=2C=CC=1N(C2)C(=NN1)C